C1=CC=C2N1C1=CC=CC=C1NC2=O pyrrolo[1,2-a]quinoxalin-4(5H)-one